N1C(NCC=C1)=O 3,4-dihydropyrimidine-2-one